ClC1=C(C(=C(C=C1)NC=1SC2=C(N1)C(CCC2)O)C)CN2CCOCC2 ((4-chloro-2-methyl-3-(morpholinomethyl)phenyl)amino)-4,5,6,7-tetrahydrobenzo[d]thiazol-4-ol